quinolin-6-yl-(quinolin-7-yl)phosphine oxide N1=CC=CC2=CC(=CC=C12)P(C1=CC=C2C=CC=NC2=C1)=O